FC(C(=O)O)(F)F.CN1CCC2(CN(C2)C=2N=NC(=CN2)C2=C(C=C(C=C2)C=2OC=CN2)O)CC1 2-[3-(7-methyl-2,7-diazaspiro[3.5]non-2-yl)-1,2,4-triazin-6-yl]-5-(1,3-oxazol-2-yl)phenol trifluoroacetate salt